O=C1NC(CCC1N1C(C2=CC=CC(=C2C1=O)SCCCCC(=O)N1CCC(CC1)C1CCNC=2N1N=C(C2C(=O)N)C2=CC=C(C=C2)OC2=CC=CC=C2)=O)=O 7-(1-(5-((2-(2,6-dioxopiperidin-3-yl)-1,3-dioxoisoindolin-4-yl)thio)pentanoyl)piperidin-4-yl)-2-(4-phenoxyphenyl)-4,5,6,7-tetrahydropyrazolo[1,5-a]pyrimidine-3-carboxamide